5-(3-(1-methyl-1H-pyrazol-4-yl)pyrazolo[1,5-a]pyridin-5-yl)-N-(3-(4-methylpiperazin-1-yl)phenyl)-7H-pyrrolo[2,3-d]pyrimidin-2-amine CN1N=CC(=C1)C=1C=NN2C1C=C(C=C2)C2=CNC=1N=C(N=CC12)NC1=CC(=CC=C1)N1CCN(CC1)C